I[C@H]1[C@@H](C(C1(F)F)(F)F)I trans-1,2-diiodo-3,3,4,4-tetrafluorocyclobutane